BrC1=CC=C2C(=N1)NC=C2S(=O)(=O)NC2=C(C=C(C=C2)F)F 6-bromo-N-(2,4-difluorophenyl)-1H-pyrrolo[2,3-b]pyridine-3-sulfonamide